4-(4-amino-7-methyl-7H-pyrrolo[2,3-d]pyrimidin-5-yl)-2-fluorophenyl 5-azaspiro[2.4]heptane-5-carboxylate C1CC12CN(CC2)C(=O)OC2=C(C=C(C=C2)C2=CN(C=1N=CN=C(C12)N)C)F